N1=C(C=CC=C1)CN1C(=CC2=CC=CC=C12)C(=O)O 1-(2-pyridylmethyl)indole-2-carboxylic acid